CN1C2=C(OC[C@@H](C1=O)NC(=O)C1=NN=C3N1C=C(C=C3)C(F)(F)F)C=CC=C2 (S)-N-(5-methyl-4-oxo-2,3,4,5-tetrahydrobenzo[b][1,4]oxazepin-3-yl)-6-(trifluoromethyl)-[1,2,4]triazolo[4,3-a]pyridine-3-carboxamide